FC1=CC=C(C=C1)NC(=S)N\N=C\1/C(NC2=CC=CC=C12)=O (Z)-N-(4-fluorophenyl)-2-(2-oxoindoline-3-ylidene)hydrazinecarbothioamide